(S)-N-(1-(2-bromo-4-fluorophenyl)-2-cyclopropylethyl)-4-(trifluoromethoxy)benzenesulfonamide BrC1=C(C=CC(=C1)F)[C@H](CC1CC1)NS(=O)(=O)C1=CC=C(C=C1)OC(F)(F)F